tert-butyl (9-(2-(2,6-dioxopiperidin-3-yl)-1-oxoisoindoline-5-carboxamido)nonyl)carbamate O=C1NC(CCC1N1C(C2=CC=C(C=C2C1)C(=O)NCCCCCCCCCNC(OC(C)(C)C)=O)=O)=O